tert-butyl ((S)-1-((2S,4R)-4-hydroxy-2-((4-(prop-1-yn-1-yl)benzyl)carbamoyl)pyrrolidin-1-yl)-3,3-dimethyl-1-oxobutan-2-yl)carbamate O[C@@H]1C[C@H](N(C1)C([C@H](C(C)(C)C)NC(OC(C)(C)C)=O)=O)C(NCC1=CC=C(C=C1)C#CC)=O